1-(2-aminoethyl)-2-(2,4-difluorobenzyl)-5-(3,5-difluorobenzyl)-1,2,4,5,6,7-hexahydro-3H-pyrazolo[4,3-c]pyridin-3-one NCCN1N(C(C=2CN(CCC21)CC2=CC(=CC(=C2)F)F)=O)CC2=C(C=C(C=C2)F)F